ClC1=C(C=C(C=C1N1C=2C=CC=CC2C(C2=CC=CC=C12)(C1=CC2=CC=CC=C2C=C1)C1=CC2=CC=CC=C2C=C1)C1=C(C=CC=C1)[N+]#[C-])N1C=2C=CC=CC2C(C2=CC=CC=C12)(C1=CC2=CC=CC=C2C=C1)C1=CC2=CC=CC=C2C=C1 10,10'-(4-chloro-2'-isocyano-[1,1'-biphenyl]-3,5-diyl)bis(9,9-di(naphthalen-2-yl)-9,10-dihydroacridine)